1-((2R,4aS,4bR,6aS,7S,7aS,8aR,8bR,8cR,10aR)-2-hydroxy-2,6a-dimethyloctadecahydrocyclopenta[4,5]cyclopenta[1,2-a]phenanthren-7-yl)-2-(4,5,6,7-tetrahydro-1H-indazol-1-yl)ethan-1-one O[C@@]1(CC[C@@H]2[C@H]3CC[C@]4(C(C3CCC2C1)[C@H]1[C@@H]([C@@H]4C(CN4N=CC=2CCCCC42)=O)CCC1)C)C